ClC=1C=C(C=CC1OC)C(C1=NOC(=N1)CC(C(=O)O)=C)(F)F ((3-((3-chloro-4-methoxyphenyl)difluoromethyl)-1,2,4-oxadiazol-5-yl)methyl)acrylic acid